O=C1OC(C=N1)C(=O)N 2-oxooxazoline-5-carboxamide